C1(CCC1)C=1C(=NN(C1NC(N(C)C1CC(C1)(F)F)=O)C)C1CC(C1)(F)F 3-(4-cyclobutyl-3-(3,3-difluoro-cyclobutyl)-1-methyl-1H-pyrazol-5-yl)-1-(3,3-difluorocyclobutyl)-1-methylurea